(2R)-butan-2-yl methanesulfonate CS(=O)(=O)O[C@H](C)CC